(3S)-3-(6-Methoxypyridin-3-yl)-3-(6-(2-(1,2,3,4-tetrahydro-1,8-naphthyridin-2-yl)ethyl)-2H-indazol-2-yl)propanoic acid COC1=CC=C(C=N1)[C@H](CC(=O)O)N1N=C2C=C(C=CC2=C1)CCC1NC2=NC=CC=C2CC1